O1CCOC2=C1C=CC(=C2)C2CC(=NN2C(NC2=CC=CC=C2)=S)C2=CC(=C(C=C2)C)C 5-(2,3-dihydrobenzo[1,4]dioxin-6-yl)-3-(3,4-xylyl)-N-phenyl-4,5-dihydro-1h-pyrazole-1-thioamide